1-(benzyl-(methyl)amino)propan-2-one C(C1=CC=CC=C1)N(CC(C)=O)C